8-((R)-2-phenylpyrrolidine-1-carbonyl)-3,8-diazabicyclo[3.2.1]octane-2-carboxylic acid C1(=CC=CC=C1)[C@@H]1N(CCC1)C(=O)N1C2C(NCC1CC2)C(=O)O